2,2,6,6-tetramethyl-1-oxopiperidinium tetrafluoroborate F[B-](F)(F)F.CC1([N+](C(CCC1)(C)C)=O)C